C(C)(C)[C@H]1CC[C@H](CC1)C1N(C(C2(CCNCC2)C2=CC=CC=C12)=O)CCNC(=N)N 1-(2-(1-(cis-4-isopropylcyclohexyl)-3-oxo-1H-spiro[isoquinoline-4,4-piperidin]-2(3H)-yl)ethyl)guanidine